ClC1=C(C=C(C=C1)NC(=O)NC1=CC(=C(C=C1)Cl)C(F)(F)F)C(F)(F)F 1,3-bis[4-chloro-3-(trifluoromethyl)phenyl]urea